(2R)-2-(1-(4-bromophenyl)-4-(4-fluorophenyl)-1H-pyrazol-3-yl)-3-(2-(2-oxoindol-5-yl)ethyl)oxazolidin-4-one BrC1=CC=C(C=C1)N1N=C(C(=C1)C1=CC=C(C=C1)F)[C@H]1OCC(N1CCC1=CC2=CC(N=C2C=C1)=O)=O